COC1=CC=C(CNCC2=CC(=C3C=CC=NC3=C2O)[N+](=O)[O-])C=C1 7-(((4-Methoxybenzyl)amino)methyl)-5-nitrochinolin-8-ol